N-(3-chloro-5-(ethylsulfonamido)phenyl)-5-cyclopropyl-4-(5-fluoropyrimidin-2-yl)thiophene-2-carboxamide ClC=1C=C(C=C(C1)NS(=O)(=O)CC)NC(=O)C=1SC(=C(C1)C1=NC=C(C=N1)F)C1CC1